N1C(CCCC1)C(=O)O 2-piperidincarboxylic acid